O=C1NC(CCC1N1C(C2=CC=CC(=C2C1)OCCCCCCC(=O)N1CCN(CC1)C1=CC=C(N=N1)C(=O)N1CCC(CC1)CCCCNC(\C=C\C=1C=NC=CC1)=O)=O)=O (E)-N-(4-(1-(6-(4-(7-((2-(2,6-dioxopiperidin-3-yl)-1-oxoisoindolin-4-yl)oxy)heptanoyl)piperazin-1-yl)pyridazine-3-carbonyl)piperidin-4-yl)butyl)-3-(pyridin-3-yl)acrylamide